tert-butyl (S)-3-(2-((R)-2-((R)-4-(N-(tert-butoxycarbonyl)-N-methyl-L-leucyl)morpholine-3-carboxamido)-3-phenylpropoxy)-1-naphthamido)-4-((3-methoxyphenethyl)amino)-4-oxobutanoate C(C)(C)(C)OC(=O)N([C@@H](CC(C)C)C(=O)N1[C@H](COCC1)C(=O)N[C@@H](COC1=C(C2=CC=CC=C2C=C1)C(=O)N[C@@H](CC(=O)OC(C)(C)C)C(=O)NCCC1=CC(=CC=C1)OC)CC1=CC=CC=C1)C